N-tert-butoxycarbonyl-L-lysine methyl ester COC([C@@H](NC(=O)OC(C)(C)C)CCCCN)=O